C1(CC1)C=1C=C(C=2N(C1)C=C(N2)CN2N=NC(=C2)C(=O)O)C(C2COC2)O 1-((6-cyclopropyl-8-(hydroxy(oxetan-3-yl)methyl)imidazo[1,2-a]pyridin-2-yl)methyl)-1H-1,2,3-triazole-4-carboxylic acid